2-(6-methylpyridin-2-yl)-8-(1H-pyrazolo[3,4-b]pyridin-4-yl)-7,8-dihydro-6H-pyrimido[5,4-b][1,4]oxazine CC1=CC=CC(=N1)C=1N=CC=2OCCN(C2N1)C1=C2C(=NC=C1)NN=C2